2-((2S,4R)-5-chloro-4-(6-cyano-2-fluoro-3-((S)-2-hydroxypropoxy) phenyl)-6-fluoro-2-phenyl-2,3-dihydrobenzofuran-2-yl)-4-hydroxy-4-methylpyrrolidine-1-carboxylate ClC=1C(=CC2=C(C[C@](O2)(C2=CC=CC=C2)C2N(CC(C2)(C)O)C(=O)[O-])C1C1=C(C(=CC=C1C#N)OC[C@H](C)O)F)F